5-[4-amino-5-(trifluoromethyl)pyrrolo[2,1-f][1,2,4]triazin-7-yl]-2-chloro-N-[(3R,4S)-1-(4-chloropyridine-2-carbonyl)-4-fluoropyrrolidin-3-yl]benzamide NC1=NC=NN2C1=C(C=C2C=2C=CC(=C(C(=O)N[C@@H]1CN(C[C@@H]1F)C(=O)C1=NC=CC(=C1)Cl)C2)Cl)C(F)(F)F